C(C)(C)(C)OC(=O)N1CCN(CC1)C1=C(C=C(C=C1)N1C(N(C=2C=NC=3C=CC(=CC3C21)C=2C=NC(=CC2)C=2C=NN(C2)C)C)=O)C(F)(F)F 4-(4-(3-methyl-8-(6-(1-methyl-1H-pyrazol-4-yl)pyridin-3-yl)-2-oxo-2,3-dihydro-1H-imidazo[4,5-c]quinolin-1-yl)-2-(trifluoromethyl)phenyl)piperazine-1-carboxylic acid tert-butyl ester